FC1=C(C=O)C(=CC=C1O)F 2,6-DIFLUORO-3-HYDROXYBENZALDEHYDE